N-(2,3-dichlorobenzyl)-8-oxo-5,6,7,8-tetrahydro-quinoline-5-carboxamide ClC1=C(CNC(=O)C2C=3C=CC=NC3C(CC2)=O)C=CC=C1Cl